BrC1CC\C=C/CCC1 (Z)-5-bromocyclooctene